C(C)C1=NC2=C(N1C)C=C(C(=C2)B2OC(C(O2)(C)C)(C)C)C(F)(F)F 2-ethyl-1-methyl-5-(4,4,5,5-tetramethyl-1,3,2-dioxaborolan-2-yl)-6-(trifluoromethyl)-1H-benzo[d]imidazole